5-amino-N-[2-(trifluoromethyl)phenyl]thiophene-2-carboxamide NC1=CC=C(S1)C(=O)NC1=C(C=CC=C1)C(F)(F)F